C(=CCCC)N(CC(=O)O)C=CCCC dipentenyl-glycine